methyl 5-(3-chloropropylsulfanyl)benzothiophene-2-carboxylate ClCCCSC=1C=CC2=C(C=C(S2)C(=O)OC)C1